N-(3-(Amino(2-oxopyrrolidin-3-yl)methyl)-4-fluorophenyl)-4-cyclopropyl-2-(4-fluoro-2-methylphenoxy)-5-(Trifluoromethyl)benzamide NC(C=1C=C(C=CC1F)NC(C1=C(C=C(C(=C1)C(F)(F)F)C1CC1)OC1=C(C=C(C=C1)F)C)=O)C1C(NCC1)=O